2,7-dibromo-9,10-dihydroacridine BrC1=CC=2CC3=CC(=CC=C3NC2C=C1)Br